sodium vinylsulphonic acid C(=C)S(=O)(=O)O.[Na]